C1(=CC=CC=C1)N1C(=NCC1)C1=CC=CC=C1 1,2-diphenyl-4,5-dihydro-1H-imidazole